(2S)-2-((E)-3-(4-chloro-3-fluorophenyl)acrylamido)-N-(4-(cyclopropylamino)-3,4-dioxo-1-((S)-2-oxopyrrolidin-3-yl)butan-2-yl)-4,4-dimethylpentanamide ClC1=C(C=C(C=C1)/C=C/C(=O)N[C@H](C(=O)NC(C[C@H]1C(NCC1)=O)C(C(=O)NC1CC1)=O)CC(C)(C)C)F